propoxyindene C(CC)OC1C=CC2=CC=CC=C12